[Cl-].C(C=C)[N+](C)(C)CC=C diallyldimethyl-Ammonium Chloride